magnesium sulfate nickel-cobalt [Co+2].[Ni+2].S(=O)(=O)([O-])[O-].[Mg+2].S(=O)(=O)([O-])[O-].S(=O)(=O)([O-])[O-]